5-(cinnamoyl-sulfonyl)-N,N-dimethylnaphthalen-1-amine C(C=CC1=CC=CC=C1)(=O)S(=O)(=O)C1=C2C=CC=C(C2=CC=C1)N(C)C